[9-(2-carboxyphenyl)-6-(diethylamino)xanthen-3-ylidene]-diethylazanium C(=O)(O)C1=C(C=CC=C1)C=1C2=CC=C(C=C2OC2=CC(C=CC12)=[N+](CC)CC)N(CC)CC